C(CCCCCCC)C1(CC=CC=C1)O 1-octyl-phenol